8-(1-ethoxyethenyl)-2-fluoro-1,5-naphthyridine C(C)OC(=C)C=1C=CN=C2C=CC(=NC12)F